5-bromo-2-(3-formyl-2,5-dimethyl-1H-pyrrol-1-yl)thiophene-3-carbonitrile BrC1=CC(=C(S1)N1C(=C(C=C1C)C=O)C)C#N